C[C@@H]1C[C@H]2[C@@H](C[C@H]3[C@H](O2)[C@H]([C@@H]([C@H]4[C@H](O3)[C@H]([C@@H]([C@]5(O4)C[C@@H](CO5)O)C)C)O)C)O[C@H]6C[C@H]([C@](O[C@@H]6C1)(C)CO)O The molecule is a polycyclic ether comprising a linear sequence of sequence of five trans-fused oxacycles and one spiro-fused tetrahydrofuran ring. It has a role as a hapten.